C1CCN2CCCC12CNC(O[C@H]1[C@H](NC[C@@H]1O)CC1=CC=C(C=C1)OC)=O (2R,3S,4S)-4-hydroxy-2-[(4-methoxyphenyl)methyl]pyrrolidin-3-yl N-(hexahydropyrrolizin-7a-ylmethyl)carbamate